C(C)(C)(C)OC(=O)N1C(=NC(=C1)C(F)(F)F)C(C)=O 2-acetyl-4-(trifluoromethyl)-1H-imidazole-1-carboxylic acid tert-butyl ester